C(C)(=O)O[C@@H]1[C@H](O[C@H](C1)N1C2=NC=NC(=C2N=C1)NC(C1=CC=CC=C1)=O)OCP(=O)(OC)O (2R,3S,5R)-5-(6-benzamido-9H-purin-9-yl)-2-((hydroxy(methoxy) phosphoryl)methoxy)tetrahydrofuran-3-yl acetate